NC(CC)CC 3-Aminopentane